(S)-1-(3-amino-4-methoxypyrazolo[1,5-a]pyridin-5-yl)-2,2,2-trifluoroethyl acetate C(C)(=O)O[C@H](C(F)(F)F)C1=C(C=2N(C=C1)N=CC2N)OC